FC1(CN(CC1)C1=C(C=C2C(=N1)COC2)C(=O)NC=2C=C1C(=CC(NC1=C(C2)OC)=O)C)F 2-(3,3-Difluoropyrrolidin-1-yl)-N-(8-methoxy-4-methyl-2-oxo-1H-quinolin-6-yl)-5,7-dihydrofuro[3,4-b]pyridine-3-carboxamide